C[C@H]1N(CCOC1)C=1C=C(C=2N(N1)C(=NN2)C2=CC=NN2)C2=CC=NN2C (R)-3-methyl-4-(8-(1-methyl-1H-pyrazol-5-yl)-3-(1H-pyrazol-5-yl)-[1,2,4]triazolo[4,3-b]pyridazin-6-yl)morpholine